(S,E)-4-(2,4-dichlorophenyl)-5-(4-((1-(4-(dimethylamino)-4-oxobut-2-en-1-yl)pyrrolidin-3-yl)oxy)phenyl)-2,3-dihydrobenzo[b]thiepin-8-yl pivalate C(C(C)(C)C)(=O)OC=1C=CC\2=C(SCC\C(=C2\C2=CC=C(C=C2)O[C@@H]2CN(CC2)CC=CC(=O)N(C)C)\C2=C(C=C(C=C2)Cl)Cl)C1